NCCNCCC[Si](OC)(OC)OC N-(aminoethyl)3-aminopropyl-trimethoxysilane